2-(methyl-(2'-methyl-[1,1'-biphenyl]-2-yl)amino)-2-oxoacetic acid CN(C(C(=O)O)=O)C1=C(C=CC=C1)C1=C(C=CC=C1)C